p-butyl-phenyl-phosphoryl dichloride C(CCC)C1=CC=C(C=C1)P(=O)(Cl)Cl